2-(3-bromo-4-fluoro-phenyl)acetamide BrC=1C=C(C=CC1F)CC(=O)N